N-(2,2'-dichloro-3'-(5-(hydroxymethyl)-6-methoxypyridin-2-yl)-[1,1'-biphenyl]-3-yl)-1-methyl-4,5,6,7-tetrahydro-1H-imidazo[4,5-c]pyridine-2-carboxamide ClC1=C(C=CC=C1NC(=O)C=1N(C2=C(CNCC2)N1)C)C1=C(C(=CC=C1)C1=NC(=C(C=C1)CO)OC)Cl